(R)-2-(6-((1-(2-(3-((tert-butyldiphenylsilyl)oxy)azetidin-1-yl)ethyl)piperidin-3-yl)amino)-4-methylpyridazin-3-yl)-5-(trifluoromethyl)phenol [Si](C1=CC=CC=C1)(C1=CC=CC=C1)(C(C)(C)C)OC1CN(C1)CCN1C[C@@H](CCC1)NC1=CC(=C(N=N1)C1=C(C=C(C=C1)C(F)(F)F)O)C